C12COCC(CC1)N2C(=O)O[C@H]2C[C@H](CC2)C2=CC(=NN2)N (1R,3S)-3-(3-amino-1H-pyrazol-5-yl)cyclopentyl 3-oxa-8-azabicyclo[3.2.1]octane-8-carboxylate